P(O)(=O)(OP(=O)(O)OP(=O)(O)O)OC[C@@H]1[C@H]([C@H]([C@@H](O1)C1=CN(C(=O)NC1=O)C)OC(C)=O)O 2'-O-acetyl-1-methylpseudouridine triphosphate